NC1C(CC(CC1)C(=O)N)NC1=NC2=CC=C(C=C2C=N1)C1=C(C(=CC(=C1Cl)OC)OC)Cl 4-amino-3-(6-(2,6-dichloro-3,5-dimethoxyphenyl)quinazolin-2-ylamino)cyclohexanecarboxamide